3-((1-(3,3-difluorocyclobutyl)-2-methoxy-2-oxoethyl)amino)-3-oxopropanoic acid methyl ester COC(CC(=O)NC(C(=O)OC)C1CC(C1)(F)F)=O